(4-(4-(((2-(2,6-dioxopiperidin-3-yl)-1-oxoisoindolin-4-yl)oxy)methyl)benzyl)piperazin-1-yl)-3-fluorobenzonitrile O=C1NC(CCC1N1C(C2=CC=CC(=C2C1)OCC1=CC=C(CN2CCN(CC2)C2=C(C#N)C=CC=C2F)C=C1)=O)=O